ethylenebis(succinimidyl succinate) C(CC(C(=O)[O-])(CC(=O)[O-])N1C(CCC1=O)=O)C(C(=O)[O-])(CC(=O)[O-])N1C(CCC1=O)=O